BrC=1C=C(C=CC1)CCNC(OC(C)(C)C)=O tert-butyl N-[2-(3-bromophenyl)ethyl]carbamate